Cl.CC(C#N)(C)NC 2-methyl-2-(methylamino)propionitrile hydrochloride